FC=1C=CC=2N(C(C=C(N2)C=2N=C3N(C=C(N=C3)C)C2)=O)C1 7-fluoro-2-(6-methylimidazo[1,2-a]pyrazin-2-yl)-4H-pyrido[1,2-a]pyrimidin-4-one